BrC1=CC=CC(=N1)[C@@H](C)O (R)-1-(6-bromopyridin-2-yl)ethan-1-ol